2-(4-(((3aR,5s,6aS)-2-(2-cyanoethyl)octahydrocyclopenta[c]pyrrol-5-yl)amino)-1H-pyrrolo[2,3-b]pyridin-5-yl)-N-(1-hydroxy-2-methylpropan-2-yl)thiazole-5-carboxamide C(#N)CCN1C[C@@H]2[C@H](C1)CC(C2)NC2=C1C(=NC=C2C=2SC(=CN2)C(=O)NC(CO)(C)C)NC=C1